NC1=C(C=C(C=C1)C1=CC=C(C=C1)F)NC(C1=CC=C(C=C1)S(=O)(=O)C=1C=NC=CC1C)=O N-[2-amino-5-(4-fluorophenyl)phenyl]-4-[(4-methyl-3-pyridyl)sulfonyl]benzamide